BrC1=CC2=C(OC3(CC3)CN2)N=C1 7-bromospiro[1,2-dihydropyrido[2,3-b][1,4]oxazine-3,1'-cyclopropane]